2-(3-methyl-2-oxo-2,3-dihydrobenzo[d]oxazol-5-yl)-2H-1,2,3-triazole-4-carbaldehyde CN1C(OC2=C1C=C(C=C2)N2N=CC(=N2)C=O)=O